7-((2S,5R)-2,5-diethyl-4-(1-(pyrazolo[1,5-a]pyrimidin-5-yl)ethyl)piperazin-1-yl)-4-methyl-2,4-dihydro-5H-pyrazolo[4,3-d]pyrimidin-5-one C(C)[C@@H]1N(C[C@H](N(C1)C(C)C1=NC=2N(C=C1)N=CC2)CC)C=2C=1C(N(C(N2)=O)C)=CNN1